C(CCC)OP(=O)(OCCCC)O.NC(CC)C1=NC=CN1CCCC 1-aminopropyl-3-butyl-imidazole dibutyl-phosphate